4-[4-[2-[4-[1-[[5-(tert-butoxycarbonylamino)-2-methyl-benzoyl]amino]ethyl]-2-(2-thienyl)phenyl]ethynyl]-1-piperidyl]butanoic acid C(C)(C)(C)OC(=O)NC=1C=CC(=C(C(=O)NC(C)C2=CC(=C(C=C2)C#CC2CCN(CC2)CCCC(=O)O)C=2SC=CC2)C1)C